OCCCCC[Si](OC)(OC)OC 5-hydroxypentyl-trimethoxysilane